carbazole-7-carboxamide C1=CC=CC=2C3=CC=C(C=C3NC12)C(=O)N